4-bromo-6-chloro-5-(2-fluorocyclopropyl)-1-(tetrahydro-2H-pyran-2-yl)-1H-indazole BrC1=C2C=NN(C2=CC(=C1C1C(C1)F)Cl)C1OCCCC1